rac-tert-butyl {[4-(3-methyl-1,2-thiazol-4-yl)-2,5-dioxoimidazolidin-4-yl]methyl}carbamate CC1=NSC=C1[C@@]1(NC(NC1=O)=O)CNC(OC(C)(C)C)=O |r|